S1C[C@@H](CC1)O (R)-tetrahydrothiophen-3-ol